(3-(4-fluorophenyl)-5-isopropylisoxazol-4-yl)-N-(5-(1-methylazetidin-3-yl)pyridin-2-yl)thiazole-4-carboxamide FC1=CC=C(C=C1)C1=NOC(=C1C=1SC=C(N1)C(=O)NC1=NC=C(C=C1)C1CN(C1)C)C(C)C